methyl 2-(3-bromo-4-(4-hydroxy-3-isopropylbenzyl)-5-methylphenoxy)acetate BrC=1C=C(OCC(=O)OC)C=C(C1CC1=CC(=C(C=C1)O)C(C)C)C